7-fluoro-4-hydroxy-2H-chromen-2-one FC1=CC=C2C(=CC(OC2=C1)=O)O